rac-2-chloro-6-{[1-(propan-2-yl)pyrrolidin-3-yl]oxy}aniline magnesium strontium iron salt [Fe].[Sr].[Mg].ClC1=C(N)C(=CC=C1)O[C@H]1CN(CC1)C(C)C |r|